FC=1C=C(OC2=NC(=NC(=C2)C=2C=NC=C(C2)OC)C2CN(CCC2)C(C)=O)C=CC1 1-(3-(4-(3-fluorophenoxy)-6-(5-methoxypyridin-3-yl)pyrimidin-2-yl)piperidin-1-yl)ethan-1-one